ethyl (R)-1-amino-8-(2-chloro-5-fluorophenyl)-6-oxo-5,6,7,8-tetrahydroimidazo[1,5-a]pyrazine-3-carboxylate NC=1N=C(N2C1[C@H](NC(C2)=O)C2=C(C=CC(=C2)F)Cl)C(=O)OCC